2-(2,4-difluorophenyl)-1H-imidazole-4-carbaldehyde FC1=C(C=CC(=C1)F)C=1NC=C(N1)C=O